1-(4-(((3-((3-amino-5-(4-amino-4-methylpiperidin-1-yl)pyrazin-2-yl)thio)-2-chlorophenyl)amino)methyl)phenyl)dihydropyrimidine-2,4(1H,3H)-dione NC=1C(=NC=C(N1)N1CCC(CC1)(C)N)SC=1C(=C(C=CC1)NCC1=CC=C(C=C1)N1C(NC(CC1)=O)=O)Cl